Cl.C(C)OC[C@H](N)C(=O)OCC1=CC(=NC(=C1)Cl)Cl (2,6-Dichloropyridin-4-yl)methyl O-ethyl-L-serinate hydrochloride